Bis(4-hydroxy-3,5-dimethylphenyl)phenylamine OC1=C(C=C(C=C1C)N(C1=CC=CC=C1)C1=CC(=C(C(=C1)C)O)C)C